C(=CCCCCCCCCCCCCCCCC)CN([O-])C.C(CCCCCCC\C=C/CCCCCCCC)[N+](C)(C)[O-] oleyl-dimethyl-amine oxide (octadecenyl-dimethyl-aminoxide)